C(C=C)(=O)N1C(CN(CC1)C=1N=C2C(=NC1)NC=C2C(=O)N[C@H]2COCCC2)(C)C |r| Racemic-2-(4-acryloyl-3,3-di-methylpiperazin-1-yl)-N-(tetrahydro-2H-pyran-3-yl)-5H-pyrrolo[2,3-b]pyrazine-7-carboxamide